2-[2-(1-piperidinyl)propoxy]ethyl-N-methyl-N-(2-aminoethyl)-amine N1(CCCCC1)C(COCCN(CCN)C)C